C(C)OC1=C(C(=O)O)C=CC(=C1)C#CC1=C(C=CC=C1)NS(=O)(=O)C1=CC=C(C2=CC=CC=C12)OC 2-ethoxy-4-{2-[2-(4-methoxynaphthalene-1-sulfonamido)phenyl]ethynyl}benzoic acid